ClC=1C=CC(=C(C1)N1CC(N(CC1=O)C(C(=O)O)CC1=NN(C=C1)C1CC1)=O)N1N=NC(=C1)Cl 2-(4-(5-chloro-2-(4-chloro-1H-1,2,3-triazol-1-yl)phenyl)-2,5-dioxopiperazin-1-yl)-3-(1-cyclopropyl-1H-pyrazol-3-yl)propanoic acid